N1CCCCC12CCNCC2 1,9-diazaspiro[5.5]undecan